C(C)(C)(C)C1=CC(=C(N)C=C1)[N+](=O)[O-] 4-(tert-butyl)-2-nitroaniline